C(C)[C@@H]1C(N(CC1)C(=O)NCC(F)(F)F)C1=CN=C2N1C1=C(N=C2)NC=C1 (3S,4R)-3-ethyl-(3H-imidazo[1,2-a]pyrrolo[2,3-e]pyrazin-8-yl)-N-(2,2,2-trifluoroethyl)pyrrolidine-1-carboxamide